FC(C1CCN(CC1)CCCN)F 3-(4-(difluoromethyl)piperidin-1-yl)propan-1-amine